(S)-3-(1-(4-(4-(3,5-dimethyl-1H-1,2,4-triazol-1-yl)pyrimidin-2-yl)piperazine-1-carbonyl)-4,5-dihydro-1H-pyrazol-5-yl)-5-fluorobenzonitrile CC1=NN(C(=N1)C)C1=NC(=NC=C1)N1CCN(CC1)C(=O)N1N=CC[C@H]1C=1C=C(C#N)C=C(C1)F